CC(CCC=1OC(=CN1)C=1C=CC(=NC1C1=CC=2N(C=C1)C=CN2)C#N)(C)C 5-(2-(3,3-dimethylbutyl)oxazol-5-yl)-6-(imidazo[1,2-a]pyridin-7-yl)picolinonitrile